S(=O)(=O)(C1=CC=C(C)C=C1)Cl tosylic chloride